N-[3-({[2-{[4-(hydroxymethyl)phenyl]amino}-5-(trifluoromethyl)pyrimidin-4-yl]amino}methyl)pyridin-2-yl]-N-methylmethane-sulfonamide OCC1=CC=C(C=C1)NC1=NC=C(C(=N1)NCC=1C(=NC=CC1)N(S(=O)(=O)C)C)C(F)(F)F